ClC1=NC(=CC(=C1)CC(C)NCC1CC1)C (2-Chloro-6-methylpyridin-4-yl)-N-(cyclopropylmethyl)-propan-2-amine